NC(C(=O)O)CNC(=O)N 2-amino-3-ureidopropionic acid